S1C2=C(C=C1C1C(C(OC1C1=C(C=CC=C1)OC)=O)=C)C=CC=C2 4-(benzo[b]thiophen-2-yl)-5-(2-methoxyphenyl)-3-methylenedihydrofuran-2(3H)-one